C1(C=CC(N1C=1C=C(OC2=CC=C(C=C2)OC2=CC=C(C=C2)OC2=CC(=CC=C2)N2C(C=CC2=O)=O)C=CC1)=O)=O bis(4-(3-maleimidophenoxy) phenyl) ether